CC=CC=CC=CCC(CCCCC)CC(=O)[O-] tetradeca-2,4,6-trien-9-ylacetate